2-(phthalimidomethyl)-3-oxobutanoic acid methyl ester COC(C(C(C)=O)CN1C(C=2C(C1=O)=CC=CC2)=O)=O